4-Fluorobenzyl (S)-2-cyclopentyl-2-(1-hydroxy-7-methyl-1,3-dihydrobenzo[c][1,2]oxaborole-6-carboxamido)acetate C1(CCCC1)[C@@H](C(=O)OCC1=CC=C(C=C1)F)NC(=O)C=1C=CC2=C(B(OC2)O)C1C